1-METHYL-4-ISOPROPYL-CYCLOHEXANE CC1CCC(CC1)C(C)C